BrC1=CC(=C(C#N)C=C1F)O[C@H](C(F)(F)F)C 4-bromo-5-fluoro-2-{[(2S)-1,1,1-trifluoroprop-2-yl]oxy}benzonitrile